3,6-diamino-9-propyl-carbazole zinc acetate C(C)(=O)[O-].[Zn+2].NC=1C=CC=2N(C3=CC=C(C=C3C2C1)N)CCC.C(C)(=O)[O-]